1,4-dimethylpiperidinium fluoride [F-].C[NH+]1CCC(CC1)C